ClC1=NC=C(C(=C1)C1=C(C=NC(=C1)C)C(=O)NC=1SC(=NN1)C1CC1)OC 2'-chloro-N-(5-cyclopropyl-1,3,4-thiadiazol-2-yl)-5'-methoxy-6-methyl-(4,4'-bipyridine)-3-carboxamide